2-(6-isocyanatohexylaminocarbonylamino)-6-methyl-4-pyrimidinone N(=C=O)CCCCCCNC(=O)NC1=NC(=CC(N1)=O)C